FC=1C=C(C(=NC1)N1CCN(CC1)[C@H]1CC2(CN(C2)C(=O)OCC)CC1)C=1SC=NN1 ethyl (6R)-6-[4-[5-fluoro-3-(1,3,4-thiadiazol-2-yl)-2-pyridyl]piperazin-1-yl]-2-azaspiro[3.4]octane-2-carboxylate